ClC=1C=C2C=C(NC2=CC1OCC1=NSC=C1)CNC(=O)C1(CC1)C N-((5-chloro-6-(isothiazol-3-ylmethoxy)-1H-indol-2-yl)methyl)-1-methylcyclopropane-1-carboxamide